N'-[(2S,3R,4S)-4-fluoro-2-[(2-fluoro-3'-methyl[1,1'-biphenyl]-3-yl)methyl]-1-(1-hydroxycyclobutane-1-carbonyl)pyrrolidin-3-yl]-N,N-dimethylsulfuric diamide F[C@@H]1[C@@H]([C@@H](N(C1)C(=O)C1(CCC1)O)CC=1C(=C(C=CC1)C1=CC(=CC=C1)C)F)NS(N(C)C)(=O)=O